C[Si](COC)(COC)C1CCCCC1 methyl-cyclohexyl-bis(methoxymethyl)silane